ClC1=C2C=C(NC2=CC(=C1)Cl)C(=O)NC1CC[Si]2(CC1)CCCCC2 4,6-dichloro-N-(6-silaspiro[5.5]undecan-3-yl)-1H-indole-2-carboxamide